N-(3-((4-Chlorophenyl)ethynyl)-1-methyl-1H-indazol-5-yl)-2-fluoroacrylamide ClC1=CC=C(C=C1)C#CC1=NN(C2=CC=C(C=C12)NC(C(=C)F)=O)C